4-((1R,3s,5S)-8-azabicyclo[3.2.1]oct-3-yl)-7-chloro-8-fluoro-2-(methylsulfanyl)pyrido[4,3-d]pyrimidine [C@H]12CC(C[C@H](CC1)N2)C=2C1=C(N=C(N2)SC)C(=C(N=C1)Cl)F